C(=O)C=1C2=C(OC1)C2.[W] tungsten formylmethanofuran